2,4-diisopropyl-3-aminopyridine C(C)(C)C1=NC=CC(=C1N)C(C)C